(5-((3-methylpyridin-3-yl)methoxy)pyridin-2-yl)methanol CC1(CN=CC=C1)COC=1C=CC(=NC1)CO